4-methyl-3-phenyl-1H-pyrazol-5-amine CC=1C(=NNC1N)C1=CC=CC=C1